(3R)-3-(6-chloro-2-(4-methoxy-2,2-dimethylpyrrolidine-1-carbonyl)-1,2,3,4-tetrahydroisoquinolin-8-yl)morpholine-4-carboxylic acid tert-butyl ester C(C)(C)(C)OC(=O)N1[C@@H](COCC1)C=1C=C(C=C2CCN(CC12)C(=O)N1C(CC(C1)OC)(C)C)Cl